N1CCC(CC1)C1=CC=C(C=C1)NC=1C(=NC=C(N1)N1N=CC=C1)C(=O)N 3-((4-(piperidin-4-yl)phenyl)amino)-5-(1H-pyrazol-1-yl)pyrazine-2-carboxamide